C1(=CC=CC=C1)N(C1=CC=C(C=C1)N(C1=CC=CC=C1)C1=CC=2C3(C4=CC(=CC=C4C2C=C1)N(C1=CC=C(C=C1)N(C1=CC=CC=C1)C1=CC=CC=C1)C1=CC=CC=C1)C1=CC=CC=C1C1=CC=CC=C13)C1=CC=CC=C1 2,7-bis[N-(4-diphenylaminophenyl)-N-phenylamino]-spiro-9,9'-bifluorene